ClC1=C(C(=C(C=C1OC)OC)Cl)C=1C(N(C2=CC(=NC=C2C1)C=1C(=NN(C1)CCN(C)C)C)CC)=O 3-(2,6-dichloro-3,5-dimethoxyphenyl)-7-(1-(2-(dimethylamino)ethyl)-3-methyl-1H-pyrazol-4-yl)-1-ethyl-1,6-naphthyridin-2(1H)-one